C1(CCC1)CN1C(=NC(=C1)C=1C(=C(C=CC1)S(=O)(=O)N)O)C 1-(cyclobutylmethyl)-2-methyl-1H-imidazol-4-yl-2-hydroxybenzenesulfonamide